3,5-dimethyl-1,2-oxazole CC1=NOC(=C1)C